ClC=1C(=CC(=C(C1)S(=O)(=O)N(C=1N=CSC1)CC1=C(C=C(C=C1)OC)OC)F)NCC1=C(C=CC=C1COC)F 5-chloro-N-(2,4-dimethoxybenzyl)-2-fluoro-4-((2-fluoro-6-(methoxymethyl)benzyl)amino)-N-(thiazol-4-yl)benzenesulfonamide